NC=1N=C(C2=C(N1)NC(=C2)C=2CCN(CC2)S(=O)(=O)C)C=2C(=C(C=CC2)N2C(C1=C(C=C(C=C1C=C2)C2CC2)F)=O)CO 2-(3-{2-amino-6-[1-(methylsulfonyl)-1,2,3,6-tetrahydropyridin-4-yl]-7H-pyrrolo[2,3-d]pyrimidin-4-yl}-2-(hydroxymethyl)phenyl)-6-cyclopropyl-8-fluoroisoquinolin-1(2H)-one